ON(C(C(C)(C)C)=O)CC1=CC=C(C=C1)NC=1C=NC(=CC1)C(C)C N-hydroxy-N-(4-((6-isopropylpyridin-3-yl)amino)benzyl)pivalamide